1,1,1-trifluoro-N-(4-{9-hydroxy-5-methyl-8-oxo-4-thia-2,12-diazatricyclo[7.3.0.03,7]dodeca-1,3(7),5-trien-12-yl}phenyl)methanesulfonamide FC(S(=O)(=O)NC1=CC=C(C=C1)N1CCC2(C(C=3C=C(SC3N=C12)C)=O)O)(F)F